CC1=CC=CC2=C1N(C=N2)S(=O)(=O)C2=C(C=C(C=C2)C=2C=NN(C2)C)C 7-methyl-1-[2-methyl-4-(1-methylpyrazol-4-yl)phenyl]sulfonyl-benzimidazole